C1(C=CCCCCCCCO1)=O 2-decenolactone